N-(but-3-en-1-yl)-N-(4-chloro-2-(1-(2-chlorophenyl)vinyl)phenyl)-4-methylbenzenesulfonamide C(CC=C)N(S(=O)(=O)C1=CC=C(C=C1)C)C1=C(C=C(C=C1)Cl)C(=C)C1=C(C=CC=C1)Cl